FC(C(=O)O)(F)F.C(=O)C1=C2CCN(C2=CC=C1)C=1C=C(C=2N(N1)C(=CN2)C(=O)N[C@H]2[C@@H](CC2)OC)NC 6-(4-formylindolin-1-yl)-N-((1R,2R)-2-methoxycyclobutyl)-8-(methylamino)imidazo[1,2-b]pyridazine-3-carboxamide 2,2,2-trifluoroacetate